3-((4-methoxybenzyl)thio)-6-methylimidazo[1,2-c]pyrimidin-5(6H)-one COC1=CC=C(CSC2=CN=C3N2C(N(C=C3)C)=O)C=C1